2,2,2-trichloroethyl (hex-3-ynoyloxy)carbamate C(CC#CCC)(=O)ONC(OCC(Cl)(Cl)Cl)=O